N-(1-(8-(4-(trifluoromethyl)phenyl)imidazo[1,2-a]pyrazin-6-yl)pyrrolidin-3-yl)acrylamide FC(C1=CC=C(C=C1)C=1C=2N(C=C(N1)N1CC(CC1)NC(C=C)=O)C=CN2)(F)F